N,N-dimethylbenzeneethylamine CN(CCC1=CC=CC=C1)C